(R)-N-(1-(3-(2-(methoxymethyl)pyridin-4-yl)-1,2,4-thiadiazol-5-yl)ethyl)-1-methyl-3-(trifluoromethyl)-1H-pyrazole-5-carboxamide COCC1=NC=CC(=C1)C1=NSC(=N1)[C@@H](C)NC(=O)C1=CC(=NN1C)C(F)(F)F